5-bromo-4-methyl-1H-pyrrolo[2,3-b]pyridine BrC=1C(=C2C(=NC1)NC=C2)C